C1(CC1)CNC1=C(C=C2C=CN=C(C2=C1)NC1=CC=C(C=C1)S(=O)(=O)C)OC N7-(cyclopropylmethyl)-6-methoxy-N1-(4-methylsulfonylphenyl)isoquinoline-1,7-diamine